(3S)-3-{[N-(4-methoxy-1H-indole-2-carbonyl)-4-methyl-L-leucyl]amino}-2-oxo-4-[(3S)-2-oxopiperidin-3-yl]butyl 2,4,6-trimethylpyridine-3-carboxylate CC1=NC(=CC(=C1C(=O)OCC([C@H](C[C@H]1C(NCCC1)=O)NC([C@@H](NC(=O)C=1NC2=CC=CC(=C2C1)OC)CC(C)(C)C)=O)=O)C)C